methyl 3,3-dimethyl-7-{[(3S)-3-methylpiperidin-1-yl] methyl}-2H-furo[3,2-b]pyridine-5-carboxylate CC1(COC=2C1=NC(=CC2CN2C[C@H](CCC2)C)C(=O)OC)C